pyrrolo[1,2-c]pyrimidine-3-carboxylic acid ethyl ester C(C)OC(=O)C1=CC=2N(C=N1)C=CC2